benzo[d]imidazole-4-carboxylate N1=CNC2=C1C=CC=C2C(=O)[O-]